(2S,4R)-4-((tert-butoxycarbonyl)(ethyl)amino)pyrrolidine-1,2-dicarboxylic acid 1-allyl 2-methyl ester COC(=O)[C@H]1N(C[C@@H](C1)N(CC)C(=O)OC(C)(C)C)C(=O)OCC=C